O=C1NC(CCC1C1=NNC2=C(C(=CC=C12)C1CCN(CC1)CC1CCN(CC1)C(=O)OC(C)(C)C)F)=O tert-butyl 4-[[4-[3-(2,6-dioxo-3-piperidyl)-7-fluoro-1H-indazol-6-yl]-1-piperidyl]methyl]piperidine-1-carboxylate